N[C@H]1[C@H](CCC1)NC(C=C)=O N-[(1S,2R)-2-aminocyclopentyl]Prop-2-enamide